N1=NC(=CC=C1O)O pyridazine-3,6-diol